C(#N)C1=C(C=C(C=N1)NC([C@@](COC1=CC=C(C=C1)C#N)(C)OS(=O)(=O)CCC)=O)C(F)(F)F (S)-1-((6-cyano-5-(trifluoromethyl)pyridin-3-yl)amino)-3-(4-cyanophenoxy)-2-methyl-1-oxopropane-2-ylpropane-1-sulfonate